[Al+3].[PH2]([O-])=O.[PH2]([O-])=O.[PH2]([O-])=O triphosphinic acid aluminum salt